6-Amino-3-(4'-chloro-2-propyl-1',2'-dihydrospiro[cyclopropane-1,3'-pyrrolo[2,3-b]pyridin]-5'-yl)-2-fluoro-N,N-dimethylbenzamide NC1=CC=C(C(=C1C(=O)N(C)C)F)C=1C(=C2C(=NC1)NCC21C(C1)CCC)Cl